(R)-N-(2-amino-1-(4-(ethylsulfonyl)phenyl)ethyl)-2-(4-chloro-2-(trifluoromethyl)benzyl)-3-ethylbenzofuran-6-carboxamide NC[C@@H](C1=CC=C(C=C1)S(=O)(=O)CC)NC(=O)C1=CC2=C(C(=C(O2)CC2=C(C=C(C=C2)Cl)C(F)(F)F)CC)C=C1